4-(7-azabenzoxazol-2-yl)-phenyl-(4-(dibenzothiophen-4-yl)-phenyl)-(4'-(benzofuran-2-yl)-biphenyl-4-yl)-Amine O1C(=NC2=C1N=CC=C2)C2=CC=C(C=C2)N(C2=CC=C(C=C2)C2=CC=C(C=C2)C=2OC1=C(C2)C=CC=C1)C1=CC=C(C=C1)C1=CC=CC2=C1SC1=C2C=CC=C1